2-amino-N'-(3-fluoropyridin-2-yl)-N'-methyl-3-(methyl-d3)-N-((5-(trifluoromethyl)pyridin-2-yl)methyl)quinoline-6-carbohydrazide NC1=NC2=CC=C(C=C2C=C1C([2H])([2H])[2H])C(=O)N(N(C)C1=NC=CC=C1F)CC1=NC=C(C=C1)C(F)(F)F